COC1=CC=C(CN2N=C(C3=CC=CC=C23)C=2C=C3CN(C(C3=CC2)=O)N2C(CCCC2=O)=O)C=C1 (5-(1-(4-methoxybenzyl)-1H-indazol-3-yl)-1-oxoisoindolin-2-yl)piperidine-2,6-dione